(S)-2-Chloro-N-(8,9-difluoro-4,6-dioxo-1,4,5,6-tetrahydro-2H-pyrano[3,4-c]isoquinolin-1-yl)-N-methyl-4H-thieno[3,2-b]pyrrole-5-carboxamide ClC1=CC=2NC(=CC2S1)C(=O)N(C)[C@@H]1COC(C=2NC(C=3C=C(C(=CC3C21)F)F)=O)=O